O=C[C@H](O)C(=O)OCCC propyl glyceruronate